ClC1=CC=C(C=C1)C1C(=C(N=C2N1C(/C(/S2)=C/C2=CC=C(OC(C(=O)O)(C)C)C=C2)=O)C)C(=O)OC(C)C (Z)-2-(4-((5-(4-chlorophenyl)-6-(isopropoxycarbonyl)-7-methyl-3-oxo-5H-thiazolo[3,2-a]pyrimidin-2(3H)-ylidene)methyl)phenoxy)-2-methylpropanoic acid